OB1OCC2=C1C=CC=C2 1-hydroxy-1,3-dihydro-benzo[c][1,2]oxaborole